C1(CCCCCCCCCN1)=O decanelactam